(M)-4-(4-(4-(aminomethyl)-1-oxo-1,2-dihydrophthalazin-6-yl)-1-methyl-1H-pyrazol-5-yl)-2-cyclopropoxy-5-fluoronicotinonitrile NCC1=NNC(C2=CC=C(C=C12)C=1C=NN(C1C1=C(C=NC(=C1C#N)OC1CC1)F)C)=O